C1=2C=C(C=CC2CC1)N bicyclo[4.2.0]octan-1(6),2,4-triene-3-amine